magnesium-manganese-iron-zirconium [Zr].[Fe].[Mn].[Mg]